C(C)OC1=C(C=CC=C1)C1=NC=2CN(C[C@@]3([C@@H](CN(CC3)C=3C(=NC(=CC3)OC)C(F)(F)F)CC)C2C=C1)C[C@@H]1NCCC1 (3'S,5S)-2-(2-ethoxyphenyl)-3'-ethyl-1'-[6-methoxy-2-(trifluoromethyl)-3-pyridinyl]-7-[[(2R)-pyrrolidin-2-yl]methyl]spiro[6,8-dihydro-1,7-naphthyridine-5,4'-piperidine]